4-Aminomethyl-1,8-octandiamin NCC(CCCN)CCCCN